C(C1=CC=CC=C1)OC1=NC(=CC=C1C1=NN(C2=CC(=CC=C12)OC1CN(CC1)C(=O)OC(C)(C)C)C)OCC1=CC=CC=C1 tert-butyl 3-((3-(2,6-bis(benzyloxy)pyridin-3-yl)-1-methyl-1H-indazol-6-yl)oxy)pyrrolidine-1-carboxylate